2,4-dimethylamino-6-(4-methylanilino)-1,3,5-triazine CNC1=NC(=NC(=N1)NC)NC1=CC=C(C=C1)C